ClC1=CC=C(C=C1)CC1C(C(CC1)C(C)C)(O)CN1N=CN=C1 2-[(4-chlorophenyl)methyl]-5-(1-isopropyl)-1-(1H-1,2,4-triazol-1-ylmethyl)cyclopentanol